FC1=C(C=C2C=NN(C2=C1)COCC[Si](C)(C)C)[N+](=O)[O-] 6-fluoro-5-nitro-1-((2-(trimethylsilyl)ethoxy)methyl)-1H-indazole